4-(3'-(Cyclopentyloxy)-4'-methoxy-[1,1'-biphenyl]-3-yl)-1,2-oxaborolan-2-ol C1(CCCC1)OC=1C=C(C=CC1OC)C1=CC(=CC=C1)C1CB(OC1)O